6-isobutyl-4-methyl-3,6-dihydro-2H-pyran C(C(C)C)C1C=C(CCO1)C